3-(diethoxyphosphorylmethylsulfanyl)azetidin-1-ium C(C)OP(=O)(OCC)CSC1C[NH2+]C1